NC(C(=O)O)CCCCCC alpha-aminocaprylic acid